(1,1'-binaphthyl-2,2'-diyl)bis(diphenylphosphine) C1(=C(C=CC2=CC=CC=C12)P(C1=CC=CC=C1)C1=CC=CC=C1)C1=C(C=CC2=CC=CC=C12)P(C1=CC=CC=C1)C1=CC=CC=C1